FC=1C=C(C=CC1OC)[C@H](CC(=O)OCC)N1C(C=2N(CC1)C=C(C2)\C=C(\C)/[N+](=O)[O-])=O Ethyl (S,Z)-3-(3-fluoro-4-methoxyphenyl)-3-(7-(2-nitroprop-1-en-1-yl)-1-oxo-3,4-dihydropyrrolo[1,2-a]pyrazin-2(1H)-yl)propanoate